NC1=C(C=C(C=C1C(F)(F)F)C(C(F)(F)F)(C(F)(F)F)C1=CC(=C(C(=C1)C(F)(F)F)N)O)O bis(4-amino-3-hydroxy-5-trifluoromethylphenyl)hexafluoropropane